5-chloro-2-[4-[[(1r,2r)-2-hydroxycyclohexyl]amino]pyrido[3,4-d]pyridazin-1-yl]phenol ClC=1C=CC(=C(C1)O)C1=C2C(=C(N=N1)N[C@H]1[C@@H](CCCC1)O)C=NC=C2